O-allyl salicylate C(C=1C(O)=CC=CC1)(=O)OCC=C